CS(=O)(=O)N1CCC(CC1)NC1=NC=C(C(=N1)C=1N=CN(C1)C1=C(C#N)C=C(C=C1)CN1CCCCC1)C(F)(F)F 2-(4-(2-((1-(Methylsulfonyl)piperidin-4-yl)amino)-5-(trifluoromethyl)pyrimidin-4-yl)-1H-imidazol-1-yl)-5-(piperidin-1-ylmethyl)benzonitrile